1-(4-(7-methyl-4-((3-methyl-4-((1-methyl-1H-benzo[d][1,2,3]triazol-5-yl)oxy)phenyl)amino)pyrido[3,2-d]pyrimidin-6-yl)piperazin-1-yl)prop-2-en-1-one CC1=CC=2N=CN=C(C2N=C1N1CCN(CC1)C(C=C)=O)NC1=CC(=C(C=C1)OC1=CC2=C(N(N=N2)C)C=C1)C